FCC12OCC(C1)(C2)C=2N=C1N(C=C(C(=C1)OC(CC)C)C(=O)O)C2 2-[1-(fluoromethyl)-2-oxabicyclo[2.1.1]hexan-4-yl]-7-[1-methylpropoxy]imidazo[1,2-a]pyridine-6-carboxylic acid